NC=1C2=C(N=CN1)N(C=C2)[C@H]2[C@@H]([C@@]([C@H](O2)[C@H](O)C2=CC(=C(C=C2)Cl)C)(O)C(F)(F)F)O (2R,3S,4R,5R)-5-(4-amino-7H-pyrrolo[2,3-d]pyrimidin-7-yl)-2-((R)-(4-chloro-3-methylphenyl)(hydroxy)methyl)-3-(trifluoromethyl)tetrahydrofuran-3,4-diol